C(C=C)(=O)NC=1C=CC(=C(C1)CC(=O)O)C(N(CC1=CC=CC=C1)CC1=CC=CC=C1)=O 2-(5-acrylamido-2-(dibenzylcarbamoyl)phenyl)acetic acid